(3-(2,6-Dioxopiperidin-3-yl)-2-methylquinolin-7-yl)methyl benzo[d][1,3]dioxol-5-ylcarbamate O1COC2=C1C=CC(=C2)NC(OCC2=CC=C1C=C(C(=NC1=C2)C)C2C(NC(CC2)=O)=O)=O